2,6-dimethoxy-4-[5-(4-methylimidazol-1-yl)benzimidazol-1-yl]-N-(2,2,2-trifluoroethyl)benzamide COC1=C(C(=O)NCC(F)(F)F)C(=CC(=C1)N1C=NC2=C1C=CC(=C2)N2C=NC(=C2)C)OC